2,4-dihydroxymethyl-biphenyl OCC1=C(C=CC(=C1)CO)C1=CC=CC=C1